tertbutyl 2-cyano-6,8-dihydro-5H-1,7-naphthyridine-7-carboxylate C(#N)C1=NC=2CN(CCC2C=C1)C(=O)OC(C)(C)C